Br.C(C)OC1=C(C=CC=C1)C1=NN=C2SCC(=NN21)C2=CC=C(N)C=C2 4-(3-(2-ethoxyphenyl)-7H-[1,2,4]triazolo[3,4-b][1,3,4]thiadiazin-6-yl)aniline hydrobromide